Benzyl (S)-2-(tert-butoxycarbonylamino)hexanoate C(C)(C)(C)OC(=O)N[C@H](C(=O)OCC1=CC=CC=C1)CCCC